CONC(C1=CC(=CC(=C1)C)C)=O N-methoxy-3,5-dimethylbenzamide